1-(tert-butyl) 2-methyl (2R,4S)-2-(3-chloropropyl)-4-(3-iodophenoxy)pyrrolidine-1,2-dicarboxylate ClCCC[C@]1(N(C[C@H](C1)OC1=CC(=CC=C1)I)C(=O)OC(C)(C)C)C(=O)OC